4-(4-tert-butylphenyl)-N-(2-ethyl-6-(1-(methylsulfonyl)piperidin-4-yl)imidazo[1,2-a]pyridin-3-yl)-N-methylthiazol-2-amine C(C)(C)(C)C1=CC=C(C=C1)C=1N=C(SC1)N(C)C1=C(N=C2N1C=C(C=C2)C2CCN(CC2)S(=O)(=O)C)CC